COC([C@H](CC1=CC=C(C=C1)OC)NC([C@H](C)N)=O)=O (S)-2-((S)-2-aminopropionamido)-3-(4-methoxyphenyl)propanoic acid methyl ester